C(C)(C)(C)[Si](OCC=O)(C)C 2-((tert-butyldimethyl-silyl)oxy)acetaldehyde